4-[2-(difluoromethylsilyl)ethyl]-1,3-dioxolan-2-one FC(F)[SiH2]CCC1OC(OC1)=O